1-(2,6-dichloropyridin-4-yl)propane-1-one ClC1=NC(=CC(=C1)C(CC)=O)Cl